(S)-3-(6-((2R,6R)-4-(5-chloro-4-((1-methyl-2-oxoindolin-5-yl)amino)pyrimidin-2-yl)-2,6-dimethylpiperazin-1-yl)-1-methyl-1H-indazol-3-yl)piperidine-2,6-dione ClC=1C(=NC(=NC1)N1C[C@H](N([C@@H](C1)C)C1=CC=C2C(=NN(C2=C1)C)[C@H]1C(NC(CC1)=O)=O)C)NC=1C=C2CC(N(C2=CC1)C)=O